5-(4-chloro-2-fluorophenyl)-2,3-dimethyl-7-((2S)-2-(5-methyl-1,3,4-oxadiazol-2-yl)-4-morpholinyl)pyrido[4,3-d]pyrimidin-4(3H)-one ClC1=CC(=C(C=C1)C1=NC(=CC=2N=C(N(C(C21)=O)C)C)N2C[C@H](OCC2)C=2OC(=NN2)C)F